(1R,2R)-2-hydroxycyclopentyl acetate C(C)(=O)O[C@H]1[C@@H](CCC1)O